3-((1-(3-Cyclobutylpropanoyl)-4-hydroxypiperidin-4-yl)methyl)-6-(2-fluorophenyl)pyrimidin-4(3H)-one C1(CCC1)CCC(=O)N1CCC(CC1)(O)CN1C=NC(=CC1=O)C1=C(C=CC=C1)F